CC1=CC=C(C=CC(=O)O)C=C1 4-methylcinnamic acid